ClC1=CC=CC(=N1)C(CNC(=O)C1=NOC(=C1)C1=C(C=C(C=C1)F)F)(CC)C=1C=NN(C1)C N-[2-(6-chloro-2-pyridyl)-2-(1-methylpyrazol-4-yl)butyl]-5-(2,4-difluorophenyl)isoxazole-3-carboxamide